NC1CCN(CC1)S(=O)(=O)C=1C=C(CN2CCC(CC2)C2=CC=C3C(=NN(C3=C2)C)N2C(NC(CC2)=O)=O)C=CC1 1-(6-(1-(3-((4-aminopiperidin-1-yl)sulfonyl)benzyl)piperidin-4-yl)-1-methyl-1H-indazol-3-yl)dihydropyrimidine-2,4(1H,3H)-dione